BrC1=CC(=C(C=N1)C(=O)NC1CCC(CC1)CO)NC(C)C 6-bromo-N-[4-(hydroxymethyl)cyclohexyl]-4-(isopropylamino)pyridine-3-carboxamide